(E)-l-1-(4-((4-butylphenyl)diazenyl)phenoxy)undecyl methacrylate C(C(=C)C)(=O)OC(CCCCCCCCCC)OC1=CC=C(C=C1)\N=N\C1=CC=C(C=C1)CCCC